bis-(4-amino-2-trifluoromethylphenoxy)benzene NC1=CC(=C(OC2=C(C=CC=C2)OC2=C(C=C(C=C2)N)C(F)(F)F)C=C1)C(F)(F)F